C(C)N1N=CC(=C1)COC1=CC2=C(CC(O2)(C)C)C=C1NC(=O)C=1C=NN2C1N=CC=C2 N-(6-((1-ethyl-1H-pyrazol-4-yl)methoxy)-2,2-dimethyl-2,3-dihydrobenzofuran-5-yl)pyrazolo[1,5-a]pyrimidine-3-carboxamide